CC=1N=C(C2=C(N1)OC=C2C(=O)N2CCC(CC2)C=2N=NN(C2)C)NC2(CC2)C methyl-5-[4-(1-methyl-1H-1,2,3-triazol-4-yl)piperidine-1-carbonyl]-N-(1-methylcyclopropyl)furo[2,3-d]pyrimidin-4-amine